(R)-3-((2-chloro-5-(ethoxymethyl)pyrimidin-4-yl)oxy)-10-methyl-9,10,11,12-tetrahydro-8H-diazepino[5',6':4,5]thieno[3,2-f]quinolin-8-one ClC1=NC=C(C(=N1)OC1=NC=2C=CC3=C(C2C=C1)C1=C(S3)C(NN(CC1)C)=O)COCC